copper benzen-1,3,5-tricarboxylate C1(=CC(=CC(=C1)C(=O)[O-])C(=O)[O-])C(=O)[O-].[Cu+2].C1(=CC(=CC(=C1)C(=O)[O-])C(=O)[O-])C(=O)[O-].[Cu+2].[Cu+2]